OC1=C2C=NN(C(C2=CC=C1)=O)COCC[Si](C)(C)C 5-hydroxy-2-((2-(trimethylsilyl)ethoxy)methyl)phthalazin-1(2H)-one